CN1C(NC2(C1)COC1=C2C=CC=C1)=O 1'-methyl-spiro[2H-benzofuran-3,4'-imidazolidine]-2'-one